FC1=NN=C2N1C1=CC(=CC=C1C(=N2)N(C2=CC=CC=C2)C)N(C)C fluoro-N5,N8,N8-trimethyl-N5-phenyl-[1,2,4]triazolo[4,3-a]quinazolin-5,8-diamine